N1=CN=CC(=C1)C1=CC=2N(C=C1)N=CC2OC(=O)N2CC1(C2)CCCCC1 (5-(Pyrimidine-5-yl) pyrazolo[1,5-a]pyridine-3-yl)-2-azaspiro[3.5]nonan-2-carboxylate